N-[5-[5-[2-(difluoromethyl)morpholin-4-yl]-1,3-benzooxazol-2-yl]-8-(methylamino)-2,7-naphthyridin-3-yl]cyclopropanecarboxamide FC(C1CN(CCO1)C=1C=CC2=C(N=C(O2)C2=C3C=C(N=CC3=C(N=C2)NC)NC(=O)C2CC2)C1)F